(E)-3-(2-{3-(4-fluorophenyl)-2-oxoimidazolidin-1-yl}phenyl)-N-hydroxyacrylamide FC1=CC=C(C=C1)N1C(N(CC1)C1=C(C=CC=C1)/C=C/C(=O)NO)=O